(1r,3r)-3-(4-(tert-butyl)-3,5-difluorophenoxy)-N-((8-(((tert-butyldimethylsilyl)oxy)methyl)-6-fluoroisoquinolin-5-yl)methyl)cyclobutan-1-amine C(C)(C)(C)C1=C(C=C(OC2CC(C2)NCC2=C3C=CN=CC3=C(C=C2F)CO[Si](C)(C)C(C)(C)C)C=C1F)F